NC1=C2C(=C3C(=N1)C=C(S3)C3=NNC=C3)N(C(=N2)CCCN2CC(CC2)O)C 1-(3-(4-amino-1-methyl-7-(1H-pyrazol-3-yl)-1H-imidazo[4,5-d]thieno[3,2-b]pyridin-2-yl)propyl)pyrrolidin-3-ol